N1=C(C=CC=C1)C=CC1=NNC2=CC=C(C=C12)CC=1C=C(C#N)C=CC1 3-((3-(2-(pyridin-2-yl)vinyl)-1H-indazol-5-yl)methyl)benzonitrile